tert-butyl 3-((5-bromo-2-hydroxyphenyl) carbamoyl)-3-fluoropiperidine-1-carboxylate BrC=1C=CC(=C(C1)NC(=O)C1(CN(CCC1)C(=O)OC(C)(C)C)F)O